ClC=1C=C2C=CN=C(C2=C(C1)C)N(C(C1=NC=C(C=C1)C=1SC(=NN1)C)=O)[C@H]1CNCCC1 (R)-N-(6-chloro-8-methylisoquinolin-1-yl)-5-(5-methyl-1,3,4-thiadiazol-2-yl)-N-(piperidin-3-yl)picolinamide